COC(=O)C=1C=CC2=C(CCCC(=C2C2=CC=C(C=C2)OC2CN(CC2)CCCF)C2=C(C=C(C=C2)Cl)Cl)C1 6-(2,4-dichloro-phenyl)-5-{4-[1-(3-fluoro-propyl)-pyrrolidin-3-yloxy]-phenyl}-8,9-dihydro-7H-benzocycloheptene-2-carboxylic acid methyl ester